CN1N=CC(=N1)C1=CC=C(CNC2=NC=NC(=C2)C2=CN=C3N2C=CC(=C3)OCCC=3C=NC=CC3)C=C1 [4-(2-methyl-2H-[1,2,3]triazol-4-yl)-benzyl]-{6-[7-(2-pyridin-3-yl-ethoxy)-imidazo[1,2-a]pyridin-3-yl]-pyrimidin-4-yl}-amine